FC1=C(C(=C2C=CNC2=C1F)SC)OC=1C=CC(=C(C1)C=1NC=C(N1)[C@]1(C(COC2=C(C=CC=C12)CCC(=O)O)(F)F)C)F 3-[(4S)-4-[2-[5-[(6,7-difluoro-4-methylsulfanyl-1H-indol-5-yl)oxy]-2-fluoro-phenyl]-1H-imidazol-4-yl]-3,3-difluoro-4-methyl-chroman-8-yl]propanoic acid